NC=1N=C2N(C(N1)=O)C=CN2 2-amino-imidazo[1,2-a]-1,3,5-triazin-4(8H)one